C(#N)C1=NC(=C2C(=N1)N(N=C2)[C@H]2[C@@H]([C@@H]([C@H](O2)CS(=O)(=O)CP(O)(O)=O)O)O)NC2CCCC2 [(2S,3S,4R,5R)-5-[6-cyano-4-(cyclopentyl-amino)pyrazolo[3,4-d]-pyrimidin-1-yl]-3,4-dihydroxy-tetrahydro-furan-2-yl]methyl-sulfonylmethylphosphonic acid